C(CCCC=C)OC(CCC(=O)O)=O 4-(5-hexen-1-yloxy)-4-oxobutanoic acid